2''-chloro-3-fluoro-5-methoxy-2'-methyl-3''-(pyrido[3,4-b]pyrazin-5-ylamino)-[1,1':3',1''-terphenyl]-4-carbaldehyde ClC1=C(C=CC=C1NC1=NC=CC=2C1=NC=CN2)C=2C(=C(C=CC2)C2=CC(=C(C(=C2)OC)C=O)F)C